4-bromo-2-hydroxy-5-trifluoromethylbenzaldehyde BrC1=CC(=C(C=O)C=C1C(F)(F)F)O